N-(5-bromo-8-cyanochroman-7-yl)pivalamide BrC1=C2CCCOC2=C(C(=C1)NC(C(C)(C)C)=O)C#N